2-(6-(hydroxymethyl)pyridin-3-yl)-1H-pyrrole-1-carboxylic acid tert-butyl ester C(C)(C)(C)OC(=O)N1C(=CC=C1)C=1C=NC(=CC1)CO